BrC=1C=CC(=C(OCCOCCN2CCOCC2)C1)C=1OC2=C(C=CC=C2C(C1)=O)Cl 4-[2-[2-[5-Bromo-2-(8-chloro-4-oxochromen-2-yl)phenoxy]ethoxy]ethyl]morpholin